4-(2-azaspiro[3.3]heptan-2-yl)aniline C1N(CC12CCC2)C2=CC=C(N)C=C2